CN1N=C(C=C1)C=1C=CC(=NC1)NC(CC)=O N-(5-(1-methyl-1H-pyrazol-3-yl)pyridin-2-yl)propanamide